CC1=C(C=C(C=C1)NC(C1=CC=C(C=C1)N1CCOCC1)=O)C1=CC2=C(N=C(N=C2)NC=2C=NC(=CC2)C)C(N1C)=O N-(4-methyl-3-(7-methyl-2-((6-methylpyridin-3-yl)amino)-8-oxo-7,8-dihydropyrido[3,4-d]pyrimidin-6-yl)phenyl)-4-morpholinobenzamide